(1R)-N-[(3R)-2,6-dioxopiperidin-3-yl]-1,2,3,4-tetrahydronaphthalene-1-carboxamide O=C1NC(CC[C@H]1NC(=O)[C@@H]1CCCC2=CC=CC=C12)=O